C(/C1=CC=CC=C1)=N\CC1CCNCC1 (E)-N-benzylidene-1-(piperidin-4-yl)methaneamine